FC=1C=C(C=CC1F)C12[C@H](C=CC=3C[C@@H]4[C@@H]5C=C[C@@H]([C@@]([C@@]5(C13)CCN4C)(O2)C2=NC4=C(N2C2(CCC(CC2)[2H])OC)C=CC(=C4)C=4C(=NOC4C)C)O)O (S)-4-(3,4-difluorophenyl)-5-(5-(3,5-dimethylisoxazol-4-yl)-1-((trans)-4-deutero-methoxycyclohexyl)-1H-benzo[d]imidazol-2-yl)morphine